glycerol montanate C(CCCCCCCCCCCCCCCCCCCCCCCCCCC)(=O)OCC(O)CO